OC1C(OCC=2C(N3CC=4C(=NC=5C=CC=CC5C4)C3=CC21)=O)=O 4-hydroxy-1,12-dihydro-14H-pyrano[3',4':6,7]indolizino[1,2-b]quinoline-3,14(4H)-dione